C(CCC)O[C@@H]1CC[C@H](CC1)NC(=O)C1=CN(C2=C1C(N(C=C2C)C)=O)C N-(trans-4-butoxycyclohexyl)-1,5,7-trimethyl-4-oxo-4,5-dihydro-1H-pyrrolo[3,2-c]pyridine-3-carboxamide